2-naphthalenaldehyde C1=C(C=CC2=CC=CC=C12)C=O